5-(3-methylimidazo[1,2-b]pyridazin-6-yl)-7H-pyrrolo[2,3-d]pyrimidin-2-amine CC1=CN=C2N1N=C(C=C2)C2=CNC=1N=C(N=CC12)N